CC1=CC(=NN1C=1C=C2C=CN(C2=CC1)CC1=CC=C(C=C1)C=1CN(CC1)C)C(=O)N 5-methyl-1-(1-(4-(1-methyl-2,5-dihydro-1H-pyrrol-3-yl)benzyl)-1H-indol-5-yl)-1H-pyrazole-3-carboxamide